C(C)S(=O)(=O)C1=C(N=C(N1C)C1=CC(=CC=C1)F)C1=NC2=C(N1C)C=C1C(=C2)OC(C(O1)(F)F)(F)F 2-[5-(Ethylsulfonyl)-2-(3-fluorophenyl)-1-methyl-1H-imidazol-4-yl]-6,6,7,7-tetrafluoro-1-methyl-6,7-dihydro-1H-[1,4]dioxino[2,3-f]benzimidazole